FC=1C(=NC=CC1)C1=NN=C(O1)C(=O)N1[C@@H](C2=C(CC1)NC=N2)C=2OC1=C(N2)C=CC=C1C (S)-(5-(3-fluoropyridin-2-yl)-1,3,4-oxadiazol-2-yl)(4-(7-methylbenzo[d]oxazol-2-yl)-6,7-dihydro-1H-imidazo[4,5-c]pyridin-5(4H)-yl)methanone